2-(2-((3r,4r)-3-amino-4-fluoro-1-piperidinyl)-5,6-difluoro-1H-benzoimidazol-1-yl)-N-methylacetamide N[C@@H]1CN(CC[C@H]1F)C1=NC2=C(N1CC(=O)NC)C=C(C(=C2)F)F